4-(trifluoromethyl)-N-(5-(3-(trifluoromethyl)phenyl)-1,3,4-oxadiazol-2-yl)benzamide FC(C1=CC=C(C(=O)NC=2OC(=NN2)C2=CC(=CC=C2)C(F)(F)F)C=C1)(F)F